C1(=CC=CC=C1)CCNC(=O)NC=1C=C2C=CC=NC2=CC1 1-(2-phenylethyl)-3-(quinolin-6-yl)urea